C(#N)CC1CC(C1)(C1=NN=CN1C)C=1C=C(C=CC1)NC(=O)C1=CC(=C2C(=N1)C(CN2)(C)C)C=O N-(3-((1s,3s)-3-(cyanomethyl)-1-(4-methyl-4H-1,2,4-triazol-3-yl)cyclobutyl)phenyl)-7-formyl-3,3-dimethyl-2,3-dihydro-1H-pyrrolo[3,2-b]pyridine-5-carboxamide